CC1=NC=CC(=N1)N1CC2(CCC1)OCC(N(CC2)CC(=O)O)=O 2-(2-(2-methylpyrimidin-4-yl)-9-oxo-7-oxa-2,10-diazaspiro[5.6]dodecan-10-yl)acetic acid